ClC1=C2C(=CNC2=C(C=C1)N1CCC(CC1)NC(C1=C(C=C(C=C1)N1CCC(CC1)CN1CCC(CC1)C=1N(C2=CC(=C(C=C2C1)F)N1C(NC(CC1)=O)=O)C)F)=O)C#N N-[1-(4-Chloro-3-cyano-1H-indol-7-yl)piperidin-4-yl]-4-[4-({4-[6-(2,4-dioxo-1,3-diazinan-1-yl)-5-fluoro-1-methyl-1H-indol-2-yl]piperidin-1-yl}methyl)piperidin-1-yl]-2-fluorobenzamide